(2S,4R)-1-((S)-2-amino-3,3-dimethylbutanoyl)-4-hydroxy-N-((R)-2-hydroxy-1-(4-(prop-1-yn-1-yl)phenyl)ethyl)pyrrolidine-2-carboxamide N[C@H](C(=O)N1[C@@H](C[C@H](C1)O)C(=O)N[C@@H](CO)C1=CC=C(C=C1)C#CC)C(C)(C)C